S1C=NC=C1 cis-thiazole